3-(4-amino-7-(1-methyl-1H-1,2,3-triazol-5-yl)-2-(pyridin-2-ylmethyl)pyrazolo[1,5-a]pyrazin-6-yl)benzonitrile NC=1C=2N(C(=C(N1)C=1C=C(C#N)C=CC1)C1=CN=NN1C)N=C(C2)CC2=NC=CC=C2